CN1N=CC(=C1)C1=NN=C(O1)C(=O)N1[C@H](C2=C(CC1)NC=N2)C2=NN1C(C=CC=C1C)=C2 (R)-(5-(1-methyl-1H-pyrazol-4-yl)-1,3,4-oxadiazol-2-yl)(4-(7-methylpyrazolo[1,5-a]pyridin-2-yl)-6,7-dihydro-1H-imidazo[4,5-c]pyridin-5(4H)-yl)methanone